4-(4-(2-(1-(2,5-difluorophenyl)-4-(triisopropylsilyl)but-3-yn-1-yl)-7-fluoro-tert-butyl 3-oxoisoindolin-5-yl)phenyl)piperidine-1-carboxylate FC1=C(C=C(C=C1)F)C(CC#C[Si](C(C)C)(C(C)C)C(C)C)N1C(C2=C(C=C(C=C2C1=O)C1=CC=C(C=C1)C1CCN(CC1)C(=O)[O-])F)C(C)(C)C